propanenitrile trifluoroacetate FC(C(=O)O)(F)F.C(CC)#N